NC=1C2=C(N(C(N1)=O)C=1C(=NC=CC1)C)N=C(C=C2)C2CCC2 4-amino-7-cyclobutyl-1-(2-methyl-3-pyridyl)pyrido[2,3-d]pyrimidin-2-one